C1(CC1)CN1CCC(CC1)CN1N=C2C3=C(CCC2=C1)OC(=C3C(F)(F)F)C(=O)NC[C@H]3OCCC3 2-{[1-(Cyclopropylmethyl)piperidin-4-yl]methyl}-N-{[(2S)-oxolan-2-yl]methyl}-8-(trifluoromethyl)-4,5-dihydro-2H-furo[2,3-g]indazol-7-carboxamid